ClC1=NC(=CC=C1C(=O)O)N1N=C(C=C1)OCC1C2CCC1CC2 2-chloro-6-[3-(norbornan-7-ylmethoxy)pyrazol-1-yl]pyridine-3-carboxylic acid